[C@H]12CN(C[C@H](CC1)N2)C=2C1=C(N=C(N2)OC[C@]23CCCN3C[C@@H](C2)F)C(=C(N=C1C1=CC(=CC2=CC=C(C(=C12)F)F)O)Cl)F 4-(4-((1R,5S)-3,8-diazabicyclo[3.2.1]oct-3-yl)-7-chloro-8-fluoro-2-(((2R,7aS)-2-fluorohexahydro-1H-pyrrolizin-7a-yl)methoxy)pyrido[4,3-d]pyrimidin-5-yl)-5,6-difluoronaphthalene-2-ol